NC1=NC=2C=CC(=CC2C2=C1C=NN2C)C(=O)N(N(C)C(C(F)F)=O)CC2=NC=C(C=C2)C(F)(F)F 4-amino-N'-(2,2-difluoroacetyl)-N',1-dimethyl-N-((5-(trifluoromethyl)pyridin-2-yl)methyl)-1H-pyrazolo[4,3-c]quinoline-8-carbohydrazide